CC1CC[C@@H](CN[C@H]1C)NC(OC(C)(C)C)=O tert-butyl ((3S,7S)-6,7-dimethylazepan-3-yl)carbamate